COC1=NC(=NC(=C1)OC)NCCOC1=C(C=C(C=C1C)C1=NC2=CC(=CC(=C2C(N1)=O)OC)OC)C 2-(4-(2-(4,6-dimethoxypyrimidin-2-ylamino)ethoxy)-3,5-dimethylphenyl)-5,7-dimethoxyquinazolin-4(3H)-one